C1(CC1)[C@@H](C1=NC=2N(C=C1)C=C(N2)[C@@H](NC(=O)C2=NC=NN2C(C)C)C2CCC(CC2)(F)F)NC(CC2CC(C2)(F)F)=O N-((S)-(7-((S)-Cyclopropyl(2-(3,3-difluorocyclobutyl)acetamido)methyl)imidazo[1,2-a]pyrimidin-2-yl)(4,4-difluorocyclohexyl)methyl)-1-isopropyl-1H-1,2,4-triazole-5-carboxamide